(S)-1-(4-((4-((R)-2-acetoxy-3-chloropropoxy)-3,5-dichlorophenyl)sulfonyl)phenoxy)-3-methoxypropan-2-yl acetate C(C)(=O)O[C@H](COC1=CC=C(C=C1)S(=O)(=O)C1=CC(=C(C(=C1)Cl)OC[C@H](CCl)OC(C)=O)Cl)COC